C(C)(C)(C)OC(=O)N1CCC2(CN(C(O2)=O)C=2C=C3C(=NC=NC3=CC2OC)NC2=CC(=C(C=C2)F)Cl)CC1 3-(4-((3-chloro-4-fluorophenyl)amino)-7-methoxyquinazolin-6-yl)-2-oxo-1-oxa-3,8-diazaspiro[4.5]decane-8-carboxylic acid tert-butyl ester